6-(2-thienyl)-2,2'-bipyridine S1C(=CC=C1)C1=CC=CC(=N1)C1=NC=CC=C1